(4-(pyridin-2-yl)-2-(4-(trifluoromethyl)pyridin-2-ylamino)thiazol-5-yl)(1,4-dioxa-8-azaspiro[4.5]decan-8-yl)methanone N1=C(C=CC=C1)C=1N=C(SC1C(=O)N1CCC2(OCCO2)CC1)NC1=NC=CC(=C1)C(F)(F)F